C(C)(C)(C)C1=CC=C(C=C1)C=1C=2N(C3=CC=C(C=C3N1)S(=O)(=O)C)C=CC2 4-(4-(tert-butyl)phenyl)-7-(methylsulfonyl)pyrrolo[1,2-a]quinoxaline